OC[C@@]12C[C@H](N([C@H]2C1)C(CNC(C1=CC=C(C=C1)OC1=CC=CC=C1)=O)=O)C(=O)OCC1=CC=CC=C1 benzyl (1S,3S,5R)-5-(hydroxymethyl)-2-((4-phenoxybenzoyl)glycyl)-2-azabicyclo-[3.1.0]hexane-3-carboxylate